(2S,3R,4S,5R,6R)-2-(4-(4-(3-fluoropropyl)piperazin-1-yl)phenoxy)-6-(hydroxymethyl)tetrahydro-2H-pyran-3,4,5-triol FCCCN1CCN(CC1)C1=CC=C(O[C@@H]2O[C@@H]([C@@H]([C@@H]([C@H]2O)O)O)CO)C=C1